COC(=O)C=1[C@@H](N=C(N(C1CN1CC2(CC2)C[C@H]1C(NC)=O)C)C=1SC=CN1)C1=C(C=C(C=C1)F)Cl (R)-methyl-4-(2-chloro-4-fluorophenyl)-6-(((S)-6-(methylcarbamoyl)-5-azaspiro[2.4]heptan-5-yl)methyl)-2-(thiazol-2-yl)-1,4-dihydropyrimidine-5-carboxylic acid methyl ester